6-chloro-N-cyclopentylpyrazin-2-amine ClC1=CN=CC(=N1)NC1CCCC1